anilino oxalate C(C(=O)[O-])(=O)ONC1=CC=CC=C1